2'-(3-chloro-1H-pyrrolo[2,3-b]pyridin-5-yl)-1-[(1H-imidazol-2-yl)methyl]-5',6'-dihydrospiro[piperidine-4,4'-pyrrolo[1,2-b]pyrazole] ClC1=CNC2=NC=C(C=C21)C=2C=C1N(N2)CCC12CCN(CC2)CC=2NC=CN2